3-amino-1,8-dihydroxy-naphthalene-6-sulfonic acid NC=1C=C(C2=C(C=C(C=C2C1)S(=O)(=O)O)O)O